diheptyl-tetramethyl-disiloxane C(CCCCCC)[Si](O[Si](C)(C)C)(C)CCCCCCC